(R)-N-(2-methyl-6-(prop-2-yn-1-yloxy)-2H-indazol-5-yl)-5-(3-(methylamino)pyrrolidin-1-yl)pyrazine-2-carboxamide CN1N=C2C=C(C(=CC2=C1)NC(=O)C1=NC=C(N=C1)N1C[C@@H](CC1)NC)OCC#C